O([C@H]1[C@H](O)[C@@H](O)[C@H](O)[C@H](O1)CO)C1=C(C=CC=C1)CC1=CC=C(C=C1)N1CCC(CC1)O 2-[4-(4-hydroxypiperidin-1-yl)benzyl]phenyl β-D-glucopyranoside